BrCC(CC1CC1)=O 1-bromo-3-cyclopropyl-propan-2-one